tert-butyl 4-(1-(4-fluorophenyl)-1H-pyrazol-4-yl)benzylcarbamate FC1=CC=C(C=C1)N1N=CC(=C1)C1=CC=C(CNC(OC(C)(C)C)=O)C=C1